ethyl 3-(5,6-dimethoxybenzo[b]selenophen-2-yl)-3-oxopropanoate COC1=CC2=C([Se]C(=C2)C(CC(=O)OCC)=O)C=C1OC